4-(2-methyl-2,8-diazaspiro[4.5]decan-8-yl)-2-(pyridin-4-yl)pyrido[3,4-d]pyrimidine CN1CC2(CC1)CCN(CC2)C=2C1=C(N=C(N2)C2=CC=NC=C2)C=NC=C1